5-bromo-4-chlorobenzene BrC=1C(=CC=CC1)Cl